2,3-dichloro-6,7-dimethyl-quinoxaline ClC1=NC2=CC(=C(C=C2N=C1Cl)C)C